Br[SiH]1C[Si](CCC1)(C)Br 1,3-dibromo-3-methyl-1,3-disilacyclohexane